1,2-bis(mercaptoethyl)benzene SCCC1=C(C=CC=C1)CCS